ClC1=C(OCC=2C=C(OC3CCN(CC3)CC3=NC4=C(N3CC3=CC=NO3)C=C(C=C4)C(=O)OC(C)(C)C)C=CC2)C=CC(=C1)Cl tert-Butyl 2-((4-(3-((2,4-dichlorophenoxy)methyl)phenoxy)piperidin-1-yl)methyl)-1-(isoxazol-5-ylmethyl)-1H-benzo[d]imidazole-6-carboxylate